CNCC1CCOCC1 N-methyl-1-(tetrahydro-2H-pyran-4-yl)methylamine